N-[3-chloro-5-fluoro-4-(1,2,3,6-tetrahydro-pyridin-4-yl)-phenyl]-4-(1,2,3,6-tetrahydro-pyridin-4-yl)-benzamide ClC=1C=C(C=C(C1C=1CCNCC1)F)NC(C1=CC=C(C=C1)C=1CCNCC1)=O